tert-butyl N-[3-[5-[[4-[[3-(2,3-difluoro-4-methoxy-phenyl)imidazo[1,2-a]pyrazin-8-yl]amino]-2-ethyl-benzoyl]amino]pentylamino]propyl]carbamate FC1=C(C=CC(=C1F)OC)C1=CN=C2N1C=CN=C2NC2=CC(=C(C(=O)NCCCCCNCCCNC(OC(C)(C)C)=O)C=C2)CC